((S)-2-amino-3-(4-hydroxy-3-methylphenyl)propyl)-2-methyl-2-phenylcyclopropane-1-carboxamide hydrochloride Cl.N[C@H](CC1(C(C1)(C1=CC=CC=C1)C)C(=O)N)CC1=CC(=C(C=C1)O)C